NCCNCCC(=O)O N-(2-Aminoethyl)-β-alanin